2-bromo-4-(1-methylvinyl)-1-methyl-cyclohexanol BrC1C(CCC(C1)C(=C)C)(O)C